N-methyl-tetrahydrothiopyran-4-carboxamide CNC(=O)C1CCSCC1